2-oxo-2-[(2R,5S)-2-[4-[2-(dimethylamino)ethyl]phenyl]-5-methyl-1-piperidyl]acetamide O=C(C(=O)N)N1[C@H](CC[C@@H](C1)C)C1=CC=C(C=C1)CCN(C)C